ClC1=CC=C(C=C1)CCNC(=S)N(C)CC1=CC(=C(C=C1)OC)OC 1-[2-(4-chlorophenyl)ethyl]-3-[(3,4-dimethoxyphenyl)methyl]-3-methylthiourea